S1C(=CC=C1C=O)C=O thiophene-2,5-dicarbaldehyde